OC(CN(C(=S)S)CC(C)O)C Bis(2-hydroxypropyl)carbamodithioic acid